(R)-3-(2,4-difluorophenyl)isoxazolidine (1'R,2'R)-methyl-2,6-dihydroxy-5'-methyl-4-pentyl-2'-(prop-1-en-2-yl)-1',2',3',4'-tetrahydro-[1,1'-biphenyl]-3-carboxylate COC(=O)C=1C(=C(C(=CC1CCCCC)O)[C@H]1[C@@H](CCC(=C1)C)C(=C)C)O.FC1=C(C=CC(=C1)F)[C@@H]1NOCC1